NCC1C2(C1)C1=C(CN(S2(=O)=O)C)C=CC(=C1)F (aminomethyl)-3-methyl-7-fluoro-3,4-dihydrospiro[benzo[d][1,2]thiazine-1,1'-cyclopropane]-2,2-dioxide